Methyl 2-(1-(4-(6-((4-cyano-2-fluorobenzyl) oxy) pyridin-2-yl) piperazin-1-yl) ethyl)-1-(((S)-oxetan-2-yl) methyl)-1H-benzo[d]imidazole-6-carboxylate C(#N)C1=CC(=C(COC2=CC=CC(=N2)N2CCN(CC2)C(C)C2=NC3=C(N2C[C@H]2OCC2)C=C(C=C3)C(=O)OC)C=C1)F